C1(=CC=CC=C1)C(C(=O)N1[C@@H]([C@H]2CC[C@@H](C1)N2C(N(CC2=CSC=C2)C)=O)C(=O)O)C2=CC=CC=C2 (1R,2S,5S)-3-(2,2-diphenylacetyl)-8-(methyl(thiophene-3-ylmethyl)carbamoyl)-3,8-diazabicyclo[3.2.1]octane-2-carboxylic acid